methyl (3Z)-1-(hydrazinocarbonyl)-3-[[4-[methyl-[2-(4-methylpiperazin-1-yl) acetyl] amino] anilino]-phenyl-methylene]-2-oxo-indole-6-carboxylate N(N)C(=O)N1C(\C(\C2=CC=C(C=C12)C(=O)OC)=C(\C1=CC=CC=C1)/NC1=CC=C(C=C1)N(C(CN1CCN(CC1)C)=O)C)=O